3-ethyl-5-(quinolin-4-ylmethyl)-2-thioxoimidazolidin-4-one C(C)N1C(NC(C1=O)CC1=CC=NC2=CC=CC=C12)=S